3,4-Dimethylhexen CC(C=C)C(CC)C